4-(6-(2-(2-isopropylphenyl)-4-((7-methoxy-2-methylbenzofuran-5-yl)methyl)piperazin-1-yl)-2-azaspiro[3.3]Heptane-2-yl)benzoic acid C(C)(C)C1=C(C=CC=C1)C1N(CCN(C1)CC=1C=C(C2=C(C=C(O2)C)C1)OC)C1CC2(CN(C2)C2=CC=C(C(=O)O)C=C2)C1